C1(=CC=CC=C1)C1=NN=C(N1CCC(=O)NO)C1=CC=CC=C1 3-(3,5-Diphenyl-1,2,4-triazol-4-yl)propanehydroxamic acid